C(C)(C)(C)OC(=O)NC(C(=O)O)(C)C 2-(tert-butoxycarbonyl)amino-2-methylpropanoic acid